N2-(2-methoxyethyl)-4-(2H-tetrazol-5-yl)benzene-1,2-diamine COCCNC=1C(=CC=C(C1)C=1N=NNN1)N